{2,6-bis[2,6-dimethyl-4-(diphenylmethyl)phenyl]phenyl}-dicyclohexylphosphine CC1=C(C(=CC(=C1)C(C1=CC=CC=C1)C1=CC=CC=C1)C)C1=C(C(=CC=C1)C1=C(C=C(C=C1C)C(C1=CC=CC=C1)C1=CC=CC=C1)C)P(C1CCCCC1)C1CCCCC1